CC(CC1=CC=CC=C1)NCCC#N 3-(α-methylphenethylamino)propionitrile